2-[(3-FORMYLQUINOLIN-2-YL)(METHYL)AMINO]-N-METHYLACETAMIDE C(=O)C=1C(=NC2=CC=CC=C2C1)N(CC(=O)NC)C